3-[4-(4-piperidylamino)phenyl]piperidine-2,6-dione N1CCC(CC1)NC1=CC=C(C=C1)C1C(NC(CC1)=O)=O